3,3',3''-Nitrilotris(propionamide) N(CCC(=O)N)(CCC(=O)N)CCC(=O)N